PSP phosphino sulfide